NC1=NC2=CC=C(C(=C2C(=N1)N)F)CCC1=CC=C(C(=O)NC(C(=O)O)CCC)C=C1 2-(4-(2-(2,4-diamino-5-fluoroquinazolin-6-yl)ethyl)benzamido)pentanoic acid